3-methoxyisonicotinnitrile COC1=C(C#N)C=CN=C1